(Z)-6-((2-(amino-methyl)-3-fluoro-allyl)oxy)-N-((2-methoxypyridin-3-yl)methyl)benzo-[d]oxazol-2-amine 4-methylbenzene-sulfonate CC1=CC=C(C=C1)S(=O)(=O)O.NC/C(/COC1=CC2=C(N=C(O2)NCC=2C(=NC=CC2)OC)C=C1)=C/F